COC(=O)C1=CC(=C2C(=N1)N(C(=N2)CCl)C[C@H]2OCC2)OC2CC2 (S)-2-(chloromethyl)-7-cyclopropoxy-3-((oxetan-2-yl)methyl)-3H-imidazo[4,5-B]pyridine-5-carboxylic acid methyl ester